benzyl tert-butyl (2-fluoro-3-methyl-1,4-phenylene)dicarbamate FC1=C(C=CC(=C1C)NC(OC(C)(C)C)=O)NC(OCC1=CC=CC=C1)=O